2,4-bis(n-octylthio)-6-(4-hydroxy-3,5-di-t-butylphenylamino)-1,3,5-triazine C(CCCCCCC)SC1=NC(=NC(=N1)SCCCCCCCC)NC1=CC(=C(C(=C1)C(C)(C)C)O)C(C)(C)C